(1r,2'S,4S)-4-(3-chloroanilino)-2'-{(2R)-3-[(5,8-dimethyl-5,6,7,8-tetrahydro-1,8-naphthyridin-4-yl)oxy]-2-methylpropyl}-2',3'-dihydrospiro[cyclohexane-1,1'-indene]-4-carboxylic acid ClC=1C=C(NC2(CCC3([C@H](CC4=CC=CC=C34)C[C@H](COC3=CC=NC=4N(CCC(C34)C)C)C)CC2)C(=O)O)C=CC1